FC(C1=C(C=CC(=C1)C(F)(F)F)C1CCC2=C(N(C1=O)CC#N)C=C(C(=C2)F)F)(F)F 2-(3-(2,4-bis(trifluoromethyl)phenyl)-7,8-difluoro-2-oxo-2,3,4,5-tetrahydro-1H-benzo[b]azepin-1-yl)acetonitrile